N'-phenyl-para-phenylenediamine C1(=CC=CC=C1)NC1=CC=C(C=C1)N